[Na].[N+]=1(C(=CC=CC1)S)[O-] Pyridine-2-thiol-1-oxide sodium salt